N-(3,4-dimethoxyphenyl)-4-trifluoromethylquinolin-2-amine COC=1C=C(C=CC1OC)NC1=NC2=CC=CC=C2C(=C1)C(F)(F)F